C12COCC(N1C=1SC3=C(N1)C=CC(=C3C(=O)NC3=C(C=CC(=C3)OC)C(NC31CC(C3)(C1)C(F)(F)F)=O)OC)C2 2-(3-Oxa-6-azabicyclo[3.1.1]heptan-6-yl)-6-methoxy-N-(5-methoxy-2-((3-(trifluoromethyl)bicyclo[1.1.1]pentan-1-yl)carbamoyl)phenyl)benzo[d]thiazole-7-carboxamide